monocaprylic acid glyceryl ester C(C(O)CO)OC(CCCCCCC)=O